C(C1=CC=CC=C1)C=1NC(=NN1)C(=O)NC1=NC=CC(=C1)C1=C(C=CC(=C1)OCCOCC)C 5-benzyl-N-(4-(5-(2-ethoxyethoxy)-2-methylphenyl)pyridin-2-yl)-4H-1,2,4-triazole-3-carboxamide